(S)-(2-cyclopropyloxazol-5-yl)(4-(4-(difluoromethyl)pyrazolo[1,5-a]pyridin-2-yl)-1,4,6,7-tetrahydro-5H-imidazo[4,5-c]pyridin-5-yl)methanone C1(CC1)C=1OC(=CN1)C(=O)N1[C@@H](C2=C(CC1)NC=N2)C2=NN1C(C(=CC=C1)C(F)F)=C2